N-[(1H-imidazol-2-yl)methyl]-2-methyl-5-[(pyridin-2-yl)methoxy]-2H-indazole-3-carboxamide N1C(=NC=C1)CNC(=O)C=1N(N=C2C=CC(=CC12)OCC1=NC=CC=C1)C